2,2-bis(4-amino-3-hydroxyphenyl)propane NC1=C(C=C(C=C1)C(C)(C)C1=CC(=C(C=C1)N)O)O